[C@@H]1([C@H](O)[C@H](O)[C@@H](CO)O1)N1C(=[Se])NC(=O)C=C1 2-selenouridine